3,3,6,6-tetrafluoro-4-hydroxy-1-azaspiro[4.4]nonan-2-one FC1(C(NC2(C1O)C(CCC2)(F)F)=O)F